COC1=C(C(=CC=C1)OC)S(=O)(=O)NC1=NOC2=C1C(=CC(=C2)CN2N=CC=C2)OC([2H])([2H])[2H] 2,6-dimethoxy-N-{4-[(2H3)methyloxy]-6-[(1H-pyrazol-1-yl)methyl]-1,2-benzoxazol-3-yl}benzene-1-sulfonamide